C(=O)(O)C[N+](CCCCCCCCCCCC)(CC(=O)O)CC(=O)O N,N,N-tris(carboxymethyl)-1-dodecanaminium